ClC=1C=C(C=CC1)NC(=O)NC(NC1=CC=C(C=C1)S(=O)(=O)OC1=CC=C(C=C1)C)=O 4-Tolyl 4-[(3-chlorophenyl-carbamoyl)ureido]phenylsulfonat